N-([1,1'-biphenyl]-2-yl)-N-(9,9-dimethyl-9H-fluoren-2-yl)-9,9-diphenyl-9H-fluoren-2-amine C1(=C(C=CC=C1)N(C1=CC=2C(C3=CC=CC=C3C2C=C1)(C1=CC=CC=C1)C1=CC=CC=C1)C1=CC=2C(C3=CC=CC=C3C2C=C1)(C)C)C1=CC=CC=C1